diaminobutyrylbenzyl-amide diacetate C(C)(=O)[O-].C(C)(=O)[O-].NC(CCC(=O)[N-]CC1=CC=CC=C1)N